BrC1=CC=CC(=N1)C1=NN=C2N1CCN=C2 3-(6-bromopyridin-2-yl)-5,6-dihydro-[1,2,4]triazolo[4,3-a]pyrazine